C(N)(=O)C1=CC=C(C=C1)C(C(=O)O)(C)C 2-(4-carbamoylphenyl)-2,2-dimethylacetic acid